1-benzyl-5-(2,4-dihydroxybenzylidene)-3-phenyl-2-selenoxoimidazolidin-4-one C(C1=CC=CC=C1)N1C(N(C(C1=CC1=C(C=C(C=C1)O)O)=O)C1=CC=CC=C1)=[Se]